C[C@H]1C[C@H](NC1)CONC(=O)[C@H]1N2C(N([C@H](CC1)C2)OS(=O)(=O)O)=O (2S,5R)-N-{[(2S,4S)-4-Methyl-pyrrolidin-2-yl]methyloxy}-7-oxo-6-(sulfooxy)-1,6-diazabicyclo[3.2.1]octane-2-carboxamide